O=C1C(CCC(C1)C=C)CNC(OC(C)(C)C)=O tert-butyl ((2-oxo-4-vinylcyclohexyl)methyl)carbamate